C(CCCCCC(C)C)(=O)OCC(CCCC)CC 2-Ethylhexyl Isononanoate